O1C(=NN=C1)C=1C(=NC(=NC1)NC1=CC2=C(C=N1)C=NN2C(C)C)N2CCNCC2 N-(5-(1,3,4-oxadiazol-2-yl)-4-(piperazin-1-yl)pyrimidin-2-yl)-1-isopropyl-1H-pyrazolo[4,3-c]pyridin-6-amine